FC(CO)(F)C=1C(=C(C=CC1)[C@@H](C)NC1=NC(=NC2=C3C(=C(C=C12)N1C[C@H](CC1)O)CCC3)C)F (S)-1-(4-(((R)-1-(3-(1,1-difluoro-2-hydroxyethyl)-2-fluorophenyl)ethyl)amino)-2-methyl-8,9-dihydro-7H-cyclopenta[h]quinazolin-6-yl)pyrrolidin-3-ol